((2R,5R)-2-(((tert-butyldimethylsilyl)oxy)methyl)-5-ethylpiperazin-1-yl)-4-methyl-2-(tetrahydro-2H-pyran-2-yl)-2,4-dihydro-5H-pyrazolo[4,3-b]pyridin-5-one [Si](C)(C)(C(C)(C)C)OC[C@@H]1N(C[C@H](NC1)CC)C=1N(N=C2C1N(C(C=C2)=O)C)C2OCCCC2